L-1-Mercaptohexanol SC(CCCCC)O